3-benzylideneamino-1,3-thiazolidine-2,4-dione C(C1=CC=CC=C1)=NN1C(SCC1=O)=O